CNC(=O)C1=NC=CN=C1 N-methyl-pyrazine-2-carboxamide